N(=NC1=C(C=CC=C1)C(C)C)C1=C(C=CC=C1)C(C)C azobiscumene